O1C(=NCC1)C=1C(=CC(=C(CC=2C(=NC(=NC2)N)N)C1)C(C)C)OC 5-[5-(4,5-Dihydro-oxazol-2-yl)-2-isopropyl-4-methoxy-benzyl]-pyrimidine-2,4-diamine